ClC1=CC=C(CN1C1CC1)NC(C)C=1C=C(C=C2C(N(C(=NC12)C1=NC=C(C=C1)F)C)=O)F 6-chloro-N-cyclopropyl-3-((1-(6-fluoro-2-(5-fluoropyridin-2-yl)-3-methyl-4-oxo-3,4-dihydro-quinazolin-8-yl)ethyl)amino)pyridine